C(CCCCCCC\C=C/CCCCCCCC)(=O)OC(C)COC(C)COC(CCCCCCC\C=C/CCCCCCCC)=O dipropylene glycol dioleate